(S)-2,2-difluoro-N-(2-methyl-7-((2-(methylsulfonyl)-4-((S)-tetrahydrofuran-2-yl)phenyl)amino)-3H-imidazo[4,5-b]pyridin-5-yl)cyclopropane-1-carboxamide FC1([C@@H](C1)C(=O)NC1=CC(=C2C(=N1)NC(=N2)C)NC2=C(C=C(C=C2)[C@H]2OCCC2)S(=O)(=O)C)F